methyl (R)-3-(4-bromo-3-fluorophenyl)butanoate BrC1=C(C=C(C=C1)[C@@H](CC(=O)OC)C)F